tert-butyl-methyl({[(4R)-8-(1,3-oxazol-5-yl)-3,4-dihydro-2H-1-benzopyran-4-yl]methyl})amine C(C)(C)(C)N(C[C@@H]1CCOC2=C1C=CC=C2C2=CN=CO2)C